FC(N1N=CC(=C1)C=1C(=C(C=C(C1)F)C1=CC=C(C=C1)N1C(N(CCC1)C=1SC(=C(N1)C)S(=O)(=O)N)=O)F)F 2-(3-(3'-(1-(difluoromethyl)-1H-pyrazol-4-yl)-2',5'-difluoro-[1,1'-biphenyl]-4-yl)-2-oxotetrahydropyrimidin-1(2H)-yl)-4-methylthiazole-5-sulfonamide